C(C1=CC=CC=C1)N1C2=CC=CC=C2C=2C3(NC4=CC=CC=C4C21)C(N(C2=CC=CC=C23)C)=O (+)-11'-Benzyl-1-methyl-5',11'-dihydrospiro[indoline-3,6'-indolo[3,2-c]quinolin]-2-one